(2S)-1-(2-(4-(Isochinolin-6-yl(methyl)amino)piperidin-1-yl)acetyl)pyrrolidin-2-carbonitril C1=NC=CC2=CC(=CC=C12)N(C1CCN(CC1)CC(=O)N1[C@@H](CCC1)C#N)C